5-methoxy-2-morpholinoaniline COC=1C=CC(=C(N)C1)N1CCOCC1